(3-(Methoxyimino)-8,8-dimethyl-7,9-dioxa-1-azaspiro[4.5]dec-1-yl)(2'-methyl-[1,1'-biphenyl]-4-yl)methanone CON=C1CN(C2(C1)COC(OC2)(C)C)C(=O)C2=CC=C(C=C2)C2=C(C=CC=C2)C